8-bromo-4-methyl-4H-imidazo[1,5,4-de]quinoxaline-2,5(1H,6H)-dione BrC=1C=C2C=3N(C(C(NC3C1)=O)C)C(N2)=O